C(C(=O)O)(C(=O)[O-])O The molecule is a dicarboxylic acid monoanion and a hydroxymalonate. It derives from a malonate(1-). It is a conjugate base of a hydroxymalonic acid. It is a conjugate acid of a hydroxymalonate(2-).